tert-butyl 4-[3-methyl-2-oxo-1-(2-trimethylsilylethoxymethyl)benzimidazol-4-yl]-3-oxo-piperidine-1-carboxylate CN1C(N(C2=C1C(=CC=C2)C2C(CN(CC2)C(=O)OC(C)(C)C)=O)COCC[Si](C)(C)C)=O